2-(6-Fluoro-1-(methyl-d3)-1H-indol-4-yl)-4-(4-fluoropiperidine-1-carbonyl)-6,7-bis(methoxy-d3)isoquinolin-1(2H)-one FC1=CC(=C2C=CN(C2=C1)C([2H])([2H])[2H])N1C(C2=CC(=C(C=C2C(=C1)C(=O)N1CCC(CC1)F)OC([2H])([2H])[2H])OC([2H])([2H])[2H])=O